2-(3-(6-(4-methyl-4H-1,2,4-triazol-3-yl)-2-(2,2,2-trifluoroethyl)-2-azaspiro[3.3]heptan-6-yl)phenyl)-6-(((1-methylcyclobutyl)amino)methyl)-4-(trifluoromethyl)-isoindolin-1-one CN1C(=NN=C1)C1(CC2(CN(C2)CC(F)(F)F)C1)C=1C=C(C=CC1)N1C(C2=CC(=CC(=C2C1)C(F)(F)F)CNC1(CCC1)C)=O